O1N=C(C=C1)C1=NN(C=C1)C 3-(isoxazol-3-yl)-1-methyl-1H-pyrazol